C(C)OC=1C(=NC=C(C1)C)C#N 3-ethoxy-5-methylpicolinonitrile